FC1=C(C(=CC=C1)F)C1=NN=C(O1)C(=O)N1C(C2=C(CC1)NC=N2)C2=NN1C(C=CC=C1)=C2 (5-(2,6-difluorophenyl)-1,3,4-oxadiazol-2-yl)(4-(pyrazolo[1,5-a]pyridin-2-yl)-6,7-dihydro-1H-imidazo[4,5-c]pyridin-5(4H)-yl)methanone